F[C@H](C1(COC1)C=1C=C(C=CC1)N1C(C2=CC(=CC(=C2C1)C(F)(F)F)CN1CC(C1)(COC)F)=O)C1=NN=CN1C (R)-2-(3-(3-(fluoro(4-methyl-4H-1,2,4-triazol-3-yl)methyl)oxetan-3-yl)phenyl)-6-((3-fluoro-3-(methoxymethyl)azetidin-1-yl)methyl)-4-(trifluoromethyl)isoindolin-1-one